CN(C=C(C(=O)OCC)C(C1=C(C=C(C(=C1)F)F)F)=O)C ethyl 3-(dimethylamino)-2-(2,4,5-trifluorobenzoyl)prop-2-enoate